BrC1=C(C=C(C=C1)Cl)C=1CCCN1 5-(2-bromo-5-chlorophenyl)-3,4-dihydro-2H-pyrrole